4-(trifluoromethyl)cyclohexylamine hydrochloride Cl.FC(C1CCC(CC1)N)(F)F